Cl.NC(C(=O)N1C[C@H](N(CC1)C(=O)NC1=NC(N(C=C1)C1=CC=C(C=C1)CCN1CCC(CCC1)N)=O)C)(C)C (2R)-4-(2-Amino-2-methylpropanoyl)-N-(1-(4-(2-(4-aminoazepan-1-yl)ethyl)phenyl)-2-oxo-1,2-dihydropyrimidin-4-yl)-2-methylpiperazine-1-carboxamide hydrochloride salt